BrC1=CC=CC=2N(C(=NC21)C2=C(C=CC=C2)C)CCCC 4-Bromo-1-butyl-2-(2-methylphenyl)-1H-benzo[d]imidazole